CN(CCCCCNC1=C(C=CC=C1)S(=O)(=O)NC1=CC=C2[C@@H]3[C@H](COC2=C1C(=O)O)C3)C |r| (1aRS,7bSR)-5-[2-(5-dimethylamino-pentylamino)benzene-sulfonylamino]-1,1a,2,7b-tetrahydrocyclopropa[c]chromene-4-carboxylic acid